3-[5-(3-azaspiro[5.5]undecan-9-yl)-3-methyl-2-oxo-benzimidazol-1-yl]piperidine-2,6-dione C1CNCCC12CCC(CC2)C2=CC1=C(N(C(N1C)=O)C1C(NC(CC1)=O)=O)C=C2